COC1=NC=CC(=N1)OC 2,4-dimethoxy-pyrimidine